O=C(COC1=CC=C2C=CC(=CC2=C1)CCC(=O)O)NC1=CC=CC=C1 3-(7-(2-oxo-2-(phenylamino)ethoxy)naphthalen-2-yl)propanoic acid